CC=1N(C=CC1)C1=CC=C(C#N)C=C1 4-(2-methyl-1H-pyrrol-1-yl)benzonitrile